C12COCC(CC1)N2C=2C=C(C=1N(N2)C(=CN1)I)N(CC(=O)OC(C)(C)C)CC1=CC=CC=C1 tert-butyl N-(6-(3-oxa-8-azabicyclo[3.2.1]octan-8-yl)-3-iodoimidazo[1,2-b]pyridazin-8-yl)-N-benzylglycinate